CCO[C@]1(C[C@@H](OCC)[C@H](O)[C@H](O1)CO)C(CCC)=O 1,3-Di-O-(2-Ethyl)Butyryl-2-Deoxy-β-D-Glucopyranose